ClC=1C(N(C(=CC1OCC1=NC=C(C=C1F)F)C)C1=CC(=NC=C1Cl)C1=CC=C2C(=N1)C(C(N2)=O)(C)C)=O 5-(3,5'-dichloro-4-((3,5-difluoropyridin-2-yl)methoxy)-6-methyl-2-oxo-2H-[1,4'-bipyridin]-2'-yl)-3,3-dimethyl-1,3-dihydro-2H-pyrrolo[3,2-b]pyridin-2-one